6-(1-aminoethyl)pyrazin-2-amine NC(C)C1=CN=CC(=N1)N